1,4-dibromoisoquinoline-3-carboxylic acid methyl ester COC(=O)C=1N=C(C2=CC=CC=C2C1Br)Br